(E)-2-(4-(4-(2-(5-cyclopropyl-3-(3,5-dichloropyridin-4-yl)isoxazol-4-yl)vinyl)-2-oxabicyclo[2.2.2]oct-1-yl)phenyl)-2-methylpropanenitrile C1(CC1)C1=C(C(=NO1)C1=C(C=NC=C1Cl)Cl)/C=C/C12COC(CC1)(CC2)C2=CC=C(C=C2)C(C#N)(C)C